5-xylene isocyanate [N-]=C=O.C1(=CC=CC(=C1)C)C